4-hydroxy-5-isopropyl-9-methoxy-8-(3-methoxypropoxy)-5-methyl-2-oxo-1,2,5,6-tetrahydrobenzo[h]quinoline-3-carboxylic acid OC1=C(C(NC=2C3=C(CC(C12)(C)C(C)C)C=C(C(=C3)OC)OCCCOC)=O)C(=O)O